1-(4-nitrophenyl)butan-2-yn-1-ol Sodium [Na].[N+](=O)([O-])C1=CC=C(C=C1)C(C#CC)O